3-[(2E)-3,7-dimethylocta-2,6-dien-1-yl]-2,4-dihydroxy-6-(4-methylpentyl)benzoic acid C\C(=C/CC=1C(=C(C(=O)O)C(=CC1O)CCCC(C)C)O)\CCC=C(C)C